4-(3-methyl-phenyl)thiazole tert-butyl-6-[[3-(trifluoromethyl)-1H-pyrrolo[2,3-b]pyridin-6-yl]methyl]-2-azaspiro[3.3]heptane-2-carboxylate C(C)(C)(C)OC(=O)N1CC2(C1)CC(C2)CC2=CC=C1C(=N2)NC=C1C(F)(F)F.CC=1C=C(C=CC1)C=1N=CSC1